N-([2,3'-bipyridin]-5-ylmethyl)-2-(6-aminopyridin-3-yl)-9-isopropyl-9H-purin-6-amine N1=C(C=CC(=C1)CNC1=C2N=CN(C2=NC(=N1)C=1C=NC(=CC1)N)C(C)C)C=1C=NC=CC1